C(C)(C)(C)OC(=O)N1CC2(C1)CCC(CC2)=CC2=C(C=CC=C2)C 7-(2-methylbenzylidene)-2-azaspiro[3.5]Nonane-2-carboxylic acid tert-butyl ester